CCCCCCCCCCCCCCCCC[C@H]([C@H](CO)[NH3+])O The molecule is a cationic sphingoid obtained by protonation of the amino group of C20 sphinganine; major species at pH 7.3. It is a conjugate acid of a C20 sphinganine.